N-((3-nitro-4-(((tetrahydro-2H-pyran-4-yl)methyl)amino)phenyl)sulfonyl)-2',3',4',5'-tetrahydro-[1,1-biphenyl]-4-carboxamide [N+](=O)([O-])C=1C=C(C=CC1NCC1CCOCC1)S(=O)(=O)NC(=O)C1=CC=C(C=C1)C=1CCCCC1